5-(5-cyclopropylpyridin-3-yl)-2-(2-methylpyridin-4-yl)-1H-indole C1(CC1)C=1C=C(C=NC1)C=1C=C2C=C(NC2=CC1)C1=CC(=NC=C1)C